O=C1NC(CCC1N1C(C2=CC=C(C=C2C1=O)N1CCC(CC1)OCC1=CC=C(C=C1)NC1=NC=C(C(=N1)NC1=C(C(=O)NC)C=CC=C1)C(F)(F)F)=O)=O 2-((2-((4-(((1-(2-(2,6-Dioxopiperidin-3-yl)-1,3-dioxoisoindolin-5-yl)piperidin-4-yl)oxy)methyl)phenyl)amino)-5-(trifluoromethyl)pyrimidin-4-yl)amino)-N-methylbenzamide